C(C)(C)(C)OC(N(C)[C@@H]1CC[C@H](CC1)O)=O trans-(4-hydroxy-cyclohexyl)-methylcarbamic acid tert-butyl ester